COC1=CC=C2CC3(C(N(C2=C1)C=1C=NN(C1)CCC)=O)CC1=CC=C(C=C1C3)C(=O)O 7'-methoxy-2'-oxo-1'-(1-propyl-1H-pyrazol-4-yl)-1,1',3,4'-tetrahydro-2'H-spiro[indene-2,3'-quinoline]-5-carboxylic acid